ClC1=CC=C2C=C(C=CN12)C(=O)N(C)[C@H]1COCC=2NC(C=3C=C(C(=CC3C21)F)F)=O (R)-3-chloro-N-(8,9-difluoro-6-oxo-1,4,5,6-tetrahydro-2H-pyrano[3,4-c]isoquinolin-1-yl)-N-methylindolizine-7-carboxamide